2-[4-cyclopropyloxy-6-(difluoromethoxy)-1-oxophthalazin-2-yl]-N-(5-fluoropyrimidin-2-yl)acetamide C1(CC1)OC1=NN(C(C2=CC=C(C=C12)OC(F)F)=O)CC(=O)NC1=NC=C(C=N1)F